[Mo].[Cr] CHROMIUM MOLYBDENUM